α,α,3-trifluoro-4-(trifluoromethyl)-benzenepropanoic acid FC(C(=O)O)(CC1=CC(=C(C=C1)C(F)(F)F)F)F